FC1=C(C=CC(=C1)OC(F)(F)F)C1(CC1)C(=O)NC=1C=CC(=C(C(=O)OC)C1)C=1C=NN(C1)C(C)C Methyl 5-[({1-[2-fluoro-4-(trifluoromethoxy) phenyl]cyclopropyl}carbonyl) amino]-2-(1-isopropyl-1H-pyrazol-4-yl)benzoate